C(CCCCC)C=1C=C(C=CC1)C1=CC(=NC2=C3N=C(C=C(C3=CC=C12)C1=CC(=CC=C1)CCCCCC)C)C 4,7-bis(3-hexylphenyl)-2,9-dimethyl-1,10-phenanthroline